ClCC=1SC2=C(N1)C=CC=C2 2-(chloromethyl)benzo[d]thiazole